trans-ethyl-2-(phenylthio)cyclopropane-1-carboxylate C(C)OC(=O)[C@H]1[C@@H](C1)SC1=CC=CC=C1